ClC=1C=C2C(C(=CN(C2=CC1N1[C@H](CCC1)COC1=NC=CC=C1C#N)C1=CC=CC=C1)C(=O)O)=O (R)-6-chloro-7-(2-(((3-cyanopyridin-2-yl)oxy)methyl)pyrrolidin-1-yl)-4-oxo-1-phenyl-1,4-dihydro-quinoline-3-carboxylic acid